N-(4-bromo-2-(2-methoxyethoxy)-5-methylphenyl)-1-methyl-1H-pyrazolo[4,3-b]pyridin-5-amine BrC1=CC(=C(C=C1C)NC1=CC=C2C(=N1)C=NN2C)OCCOC